methyl 3-(hydroxymethyl)-1-((2-(trimethylsilyl) ethoxy) methyl)-1H-pyrazole-5-carboxylate OCC1=NN(C(=C1)C(=O)OC)COCC[Si](C)(C)C